BrC1=C(N(C2=CC(=C(C=C2C1=O)F)C(C(F)(F)F)O)C1CCCC1)CBr 3-bromo-2-(bromomethyl)-1-cyclopentyl-6-fluoro-7-(2,2,2-trifluoro-1-hydroxyethyl)quinolin-4(1H)-one